O=C(CC#N)C1CC2(OCCO2)CC1 3-oxo-3-(1,4-dioxaspiro[4.4]nonan-7-yl)propanenitrile